ClC=1C=CC(=C(C1)NC(C(=O)N[C@H](C(=O)NC1=CC=C(C(=O)O)C=C1)CC=1C=NC=CC1)=O)N1N=NN=C1 (S)-4-(2-(2-((5-chloro-2-(1H-tetrazol-1-yl)phenyl)amino)-2-oxoacetamido)-3-(pyridin-3-yl)propionamido)benzoic acid